FC1=C(C(=CC(=C1)OCCCC1CCN(CC1)C1=NC=C(C=N1)CCC)F)CC(=O)N1CC(C1)CNC[C@@H]([C@H]([C@@H]([C@@H](CO)O)O)O)O 2-(2,6-difluoro-4-(3-(1-(5-propylpyrimidin-2-yl)piperidin-4-yl)propoxy)phenyl)-1-(3-((((2S,3R,4R,5R)-2,3,4,5,6-pentahydroxyhexyl)amino)methyl)azetidin-1-yl)ethan-1-one